4-(6-Biphenyl-4-ylmethyl-3-hydroxy-pyridin-2-yl)-4-oxo-butyric acid ethyl ester C(C)OC(CCC(=O)C1=NC(=CC=C1O)CC1=CC=C(C=C1)C1=CC=CC=C1)=O